NC1=C(C=C(C=N1)NC(C(=O)N1[C@@H](CC[C@H](C1)C)C=1C=C2C=NNC2=C(C1)F)=O)C N-(6-amino-5-methyl-3-pyridyl)-2-[(2S,5R)-2-(7-fluoro-1H-indazol-5-yl)-5-methyl-1-piperidyl]-2-oxo-acetamide